(3-(2-formylhydrazineyl)-3-oxopropyl)glycinate C(=O)NNC(CCNCC(=O)[O-])=O